FC=1C=C(C=C(C1F)N1CCNCC1)C=1C=C2C(=NC1)NC=C2C2=CC=1N(C=C2)N=CC1C(=O)N[C@@H](C(F)(F)F)C (R)-5-(5-(3,4-difluoro-5-(piperazin-1-yl)phenyl)-1H-pyrrolo[2,3-b]pyridin-3-yl)-N-(1,1,1-trifluoropropan-2-yl)pyrazolo[1,5-a]pyridine-3-carboxamide